[Na+].C(C)C(COS(=O)(=O)[O-])CCCC 2-Ethylhexylsulfate sodium salt